3-[bromo(difluoro)methyl]-6-[6-[1-(trifluoromethyl)propoxy]-3-pyridyl]-[1,2,4]triazolo[4,3-a]pyrazine BrC(C1=NN=C2N1C=C(N=C2)C=2C=NC(=CC2)OC(CC)C(F)(F)F)(F)F